2-ethyl-4-[3-(ethylamino)pyrrolidin-1-yl]-N-{8-fluoro-2-methylimidazo[1,2-a]pyridin-6-yl}indazole-7-carboxamide C(C)N1N=C2C(=CC=C(C2=C1)N1CC(CC1)NCC)C(=O)NC=1C=C(C=2N(C1)C=C(N2)C)F